C(#C)C=1N(C(C=CC1)=O)C ethynyl-1-methyl-6-oxopyridin